N1=CN=C2N=CNC2=C1NCCNC(O[C@H]1[C@H](NC[C@@H]1O)CC1=CC=C(C=C1)OC)=O (2R,3S,4S)-4-hydroxy-2-[(4-methoxyphenyl)methyl]pyrrolidin-3-yl N-[2-(7H-purin-6-ylamino)ethyl]carbamate